CC1=C(C(=O)C2=C(C=CC=C2)P(O)(O)=O)C(=CC(=C1)C)C 2,4,6-trimethylbenzoylphenylphosphonic acid